CC1NCCCCC1 2-methylazepan